N-((S)-((1R,3s,5S)-Bicyclo[3.1.0]hexan-3-yl)(6-((R)-cyclopropyl(2-(3,3-difluorocyclobutyl)acetamido)methyl)-1H-benzo[d]imidazol-2-yl)methyl)-1-isopropyl-1H-pyrazole-5-carboxamide [C@H]12CC(C[C@@H]2C1)[C@H](NC(=O)C1=CC=NN1C(C)C)C1=NC2=C(N1)C=C(C=C2)[C@H](NC(CC2CC(C2)(F)F)=O)C2CC2